O=C1NC(CCC1N1C(C2=CC=C(C=C2C1)SCCCCCCC(=O)N1CCN(CC1)C1CCN(CC1)C=1C(=CC2=C(C(C=3NC4=CC(=CC=C4C3C2=O)C#N)(C)C)C1)CC)=O)=O 8-(4-(4-(7-((2-(2,6-dioxopiperidin-3-yl)-1-oxoisoindolin-5-yl)thio)heptanoyl)piperazin-1-yl)piperidin-1-yl)-9-ethyl-6,6-dimethyl-11-oxo-6,11-dihydro-5H-benzo[b]carbazole-3-carbonitrile